CN1CCC(CC1)CCN1CCN(CC1)C(=O)OC1=CC=C2C(=CC=NC2=C1)NC1=CN=NC(=C1)C1=C(C=CC(=C1)Cl)F 4-{[6-(5-Chloro-2-Fluorophenyl)Pyridazin-4-yl]Amino}Quinolin-7-yl 4-[2-(1-Methylpiperidin-4-yl)Ethyl]Piperazin-1-Carboxylat